N-(5-(tert-butyl)-1-(2-oxaspiro[3.3]heptan-6-yl)-1H-pyrazol-3-yl)-7-(difluoromethyl)-1-methyl-6-(pyrazolo[1,5-a]pyrazin-3-yloxy)-1H-imidazo[4,5-b]pyridin-2-amine C(C)(C)(C)C1=CC(=NN1C1CC2(COC2)C1)NC=1N(C=2C(=NC=C(C2C(F)F)OC=2C=NN3C2C=NC=C3)N1)C